C(CC)N(CCCCN(CCC)CCC)CCC N,N,N',N'-Tetrapropylbutylenediamine